cerium zirconium potassium citrate C(CC(O)(C(=O)[O-])CC(=O)[O-])(=O)[O-].[K+].[Zr+4].[Ce+3]